2-(3-chlorophenyl)-2-methyl-1-phenylpropyl ((2S)-1-(((2S)-4-(cyclopropylamino)-3-hydroxy-4-oxo-1-((S)-2-oxopyrrolidin-3-yl)butan-2-yl)amino)-1-oxohexan-2-yl)carbamate C1(CC1)NC(C([C@H](C[C@H]1C(NCC1)=O)NC([C@H](CCCC)NC(OC(C(C)(C)C1=CC(=CC=C1)Cl)C1=CC=CC=C1)=O)=O)O)=O